C1(=CC=CC=C1)C(C(=O)OC)C(CC(=C=O)C1=CC=CC=C1)C1=CC=CC=C1 methyl 2,3,5-triphenyl-delta-carbonylvalerate